2-chloro-6,7-dihydro-1,7-naphthyridin-8(5H)-one ClC1=NC=2C(NCCC2C=C1)=O